C(C1=CC=CC=C1)OC1=C(N2C(C3=C(C=CC=C13)C1=CC(=CC=C1)Cl)=CC=N2)C(=O)OCC Ethyl 6-(benzyloxy)-10-(3-chlorophenyl)pyrazolo[5,1-a]isoquinoline-5-carboxylate